3-methyl-2,6-dioxopiperidine CC1C(NC(CC1)=O)=O